1-hexadecanoyl-2-(9Z-octadecenoyl)-sn-glycero-3-phospho-(1'-sn-glycerol) CCCCCCCCCCCCCCCC(=O)OC[C@H](COP(=O)(O)OC[C@H](CO)O)OC(=O)CCCCCCC/C=C\CCCCCCCC